ethyl 2,4-dichloroimidazo[1,5-a]pyrimidine-8-carboxylate ClC1=NC=2N(C(=C1)Cl)C=NC2C(=O)OCC